8-(1-(difluoromethyl)-1H-pyrazol-4-yl)-2-fluoro-8-methyl-7,8-dihydro-6H-cyclopenta[e]pyrazolo[1,5-a]pyrimidine-6-carboxylic acid FC(N1N=CC(=C1)C1(CC(C=2C=NC=3N(C21)N=C(C3)F)C(=O)O)C)F